Methyl 3'-(methylsulfonamido)-6-(3-(4-(hydroxymethyl)phenoxy)azetidin-1-yl)-[1,1'-biphenyl]-2-formate CS(=O)(=O)NC=1C=C(C=CC1)C=1C(=CC=CC1N1CC(C1)OC1=CC=C(C=C1)CO)C(=O)OC